(biphenylyl)[(phenyl)(biphenylyl)triazinyl]dibenzofuran C1(=C(C=CC=C1)C1=C(C2=C(OC3=C2C=CC=C3)C=C1)C1=NN=NC(=C1C1=C(C=CC=C1)C1=CC=CC=C1)C1=CC=CC=C1)C1=CC=CC=C1